S1C(=CC=C1)CC#N (thiophen-2-yl)acetonitrile